O=C1NCCCCC1 2-oxoazepan